[I-].BrC=1C=[N+](C=CC1CC#N)CCCCO 3-bromo-4-(cyanomethyl)-1-(4-hydroxybutyl)pyridin-1-ium iodide